ClC=1C=C2C(=CC(=NC2=CC1)C(F)(F)F)N[C@@H]1C[C@@H](CCC1)NC(C1=CC(=CC=C1)NS(=O)(=O)C)=O N-[(1R,3S)-3-{[6-chloro-2-(trifluoromethyl)quinolin-4-yl]amino}cyclohexyl]-3-methanesulfonamidobenzamide